1-(2-chlorophenyl)-(R)-1-hydroxypropyl-(R)-2-propylcarbamate ClC1=C(C=CC=C1)C[C@@H](C)N(C([O-])=O)[C@@H](CC)O